FC=1C(=NC(=NC1)NC1=CC(=C(C=C1)N(CCN1CCCC1)C)C)N1C=C(C2=CC=CC=C12)C(=O)N 1-(5-fluoro-2-{3-methyl-4-[methyl-(2-pyrrolidin-1-yl-ethyl)-amino]-phenylamino}-pyrimidin-4-yl)-1H-indole-3-carboxamide